CC1=NN(C(=C1)C)CC1=CC=C(S1)C(=O)Cl 5-((3,5-dimethylpyrazol-1-yl)methyl)thiophene-2-carbonyl chloride